N1N=C(C=C1)C(=O)N PYRAZOLEAMIDE